2-hydroxy-N-((5-(2-((4-(trifluoromethyl)benzo[d]oxazol-2-yl)thio)acetyl)thiophen-2-yl)methyl)acetamide OCC(=O)NCC=1SC(=CC1)C(CSC=1OC2=C(N1)C(=CC=C2)C(F)(F)F)=O